C(C1=CC=CC=C1)C1=NC(=NN1)C(=O)N[C@@H]1C(N(C2=C(OC1)C=CC(=C2)CN2CC=1N(CC2)N=CN1)C)=O (S)-5-benzyl-N-(7-((5,6-dihydro-[1,2,4]triazolo[1,5-a]pyrazin-7(8H)-yl)methyl)-5-methyl-4-oxo-2,3,4,5-tetrahydrobenzo[b][1,4]oxazepin-3-yl)-1H-1,2,4-triazole-3-carboxamide